2-bromo-4-[(2R)-2-[(tert-butyldimethylsilyl)oxy]propoxy]-6-methanesulfonyl-pyridine BrC1=NC(=CC(=C1)OC[C@@H](C)O[Si](C)(C)C(C)(C)C)S(=O)(=O)C